CC(C(C)NCCCN)(C)C N-(3,3-dimethylbutan-2-yl)propane-1,3-diamine